COC1=C(C(=CC=C1)OC)P(C1=C(C=CC=C1OC)OC)NC(N(C)C)=O (bis(2,6-dimethoxyphenyl)phosphanyl)-1,1-dimethylurea